C(C)N=CC=NCC 1,2-bis(ethylimino)ethane